NC=1CC(=CC2=C(N1)C=C(S2)C2=CC(=CC=C2)S(=O)(=O)N2CC(C2)CO)C(=O)N(CCC)CCC 5-amino-2-[3-[3-(hydroxymethyl)azetidin-1-yl]sulfonylphenyl]-N,N-dipropyl-6H-thieno[3,2-b]azepine-7-carboxamide